CC1=CN=C(S1)S(=O)(=O)N1CC2(CCC2)CC1C 5-Methyl-2-((7-methyl-6-azaspiro[3.4]octan-6-yl)sulfonyl)thiazole